ClC1=C(C=C(OCC(=O)NC23CC(C2)(C3)C=3OC(=NN3)C3(CCC3)OC(F)F)C=C1)F 2-(4-Chloro-3-fluoro-phenoxy)-N-[3-[5-[3-cis-(difluoromethoxy)cyclobutyl]-1,3,4-oxadiazol-2-yl]-1-bicyclo[1.1.1]pentanyl]acetamide